Bis(2,4-di-tert-butylphenyl)pentaerythritol bisphosphite P(O)(O)O.P(O)(O)O.C(C)(C)(C)C1=C(C=CC(=C1)C(C)(C)C)C(O)(C(CO)(CO)CO)C1=C(C=C(C=C1)C(C)(C)C)C(C)(C)C